trans-4-(3,4-Dihydroisoquinolin-2(1H)-yl)-1-(6-(3-(trifluoromethyl)phenoxy)pyrimidin-4-yl)piperidine C1N(CCC2=CC=CC=C12)C1CCN(CC1)C1=NC=NC(=C1)OC1=CC(=CC=C1)C(F)(F)F